N-((1r,4r)-4-(ethylamino)cyclohexyl)-2-(1H-imidazol-1-yl)-6-methyl-pyrimidine-4-carboxamide formate C(=O)O.C(C)NC1CCC(CC1)NC(=O)C1=NC(=NC(=C1)C)N1C=NC=C1